7-methoxy-N-[4-methoxy-6-(1H-pyrazol-1-ylmethyl)-1,2-benzoxazol-3-yl]-3,4-dihydro-2H-chromene-6-sulfonamide COC1=C(C=C2CCCOC2=C1)S(=O)(=O)NC1=NOC2=C1C(=CC(=C2)CN2N=CC=C2)OC